N1(N=CC=C1)CCC(=O)N1CC(=CCC1)C=1SC2=C(N1)C(=CC(=C2)C(=O)N(C)C)Cl 2-(1-(3-(1H-pyrazol-1-yl)propanoyl)-1,2,5,6-tetrahydropyridin-3-yl)-4-chloro-N,N-dimethylbenzo[d]thiazole-6-carboxamide